(S)-4-((4-cyclopropylphenyl)sulfonamido)-N-(3,3-dimethylbutan-2-yl)-5-(tetrahydro-2H-pyran-4-yl)isoxazole-3-carboxamide C1(CC1)C1=CC=C(C=C1)S(=O)(=O)NC=1C(=NOC1C1CCOCC1)C(=O)N[C@@H](C)C(C)(C)C